ethyl 5-amino-1-(p-methoxyphenyl)-1H-imidazole-4-carboxylate NC1=C(N=CN1C1=CC=C(C=C1)OC)C(=O)OCC